C(C)(C)(C)NCC(O)C1=NC=CC2=C1C=NN2COCC[Si](C)(C)C 2-(tert-butylamino)-1-(1-((2-(trimethylsilyl)ethoxy)methyl)-1H-pyrazolo[4,3-c]Pyridine-4-yl)ethan-1-ol